CC1=CC=C(C=C1)[B-](C1=CC=C(C=C1)C)(C1=CC=C(C=C1)C)C1=CC=C(C=C1)C.C(CCCCCCCCCCCCCCCCC)[NH+](C)CCCCCCCCCCCCCCCCCC Dioctadecylmethylammonium tetrakis(4-methylphenyl)borate